(Z)-4-(4-cyanophenyl)-2-hydroxy-4-oxobut-2-enoic acid ethyl ester C(C)OC(/C(=C/C(=O)C1=CC=C(C=C1)C#N)/O)=O